benzyl (2-oxo-2-(((2,2,2-trifluoroethoxy)methyl)amino)ethyl)carbamate O=C(CNC(OCC1=CC=CC=C1)=O)NCOCC(F)(F)F